C(C1=CC=CC=C1)OC=1C(=C(C=CC1)N1N=CC/2=C1COC\C2=N/[S@@](=O)C(C)(C)C)Cl (S,Z)-N-(1-(3-(benzyloxy)-2-chlorophenyl)-1,7-dihydropyrano[3,4-c]pyrazol-4(5H)-ylidene)-2-methylpropane-2-sulfinamide